FC1=CC(=C(C(=C1)C)C(=O)C1=C(C2=C(S1)C=C(C=C2)O)OC2=C(C=C(C=C2)OC2CN(C2)CCCF)CF)C (4-fluoro-2,6-dimethylphenyl)(3-(2-(fluoromethyl)-4-((1-(3-fluoropropyl)azetidin-3-yl)oxy)phenoxy)-6-hydroxybenzo[b]thiophen-2-yl)methanone